CC1=NC(=CC(=N1)NCCC(C(=O)N)C)NC=1SC(=CN1)C1=CC=NC=C1 [2-[[2-methyl-6-[[5-(4-pyridyl)thiazol-2-yl]amino]pyrimidin-4-yl]amino]ethyl]propanamide